OCC(CNC(C(=C)C)=O)(C)C N-(3-hydroxy-2,2-di-methylpropyl)-methacrylamide